N-(2-ethylhexyl)-2-propylimidazole C(C)C(CN1C(=NC=C1)CCC)CCCC